1-(3-fluorobicyclo[1.1.1]pentan-1-yl)-4-((3-(pyridin-2-yl)isoxazol-5-yl)methyl)piperazine-2,3-dione FC12CC(C1)(C2)N2C(C(N(CC2)CC2=CC(=NO2)C2=NC=CC=C2)=O)=O